((1S,6R,7R)-3-(3-(5-chloro-6-(1H-pyrrol-1-yl)-1,2-dihydropyridin-4-yl)-1H-pyrazolo[3,4-b]pyrazin-6-yl)-7-(2-fluorophenyl)-3-azabicyclo[4.1.0]heptan-7-yl)methanamine ClC=1C(=CCNC1N1C=CC=C1)C1=NNC2=NC(=CN=C21)N2C[C@@H]1[C@]([C@@H]1CC2)(C2=C(C=CC=C2)F)CN